OCC1CCC(CC1)N1N=C(C=C1)[2H] 1-[4-(hydroxymethyl)cyclohexyl]pyrazol-d